COC(=O)C1=CC=2N(C(C(C2S1)(C)C)=O)CC1=COC(=C1)Cl 4-((5-Chlorofuran-3-yl)methyl)-6,6-dimethyl-5-oxo-5,6-dihydro-4H-thieno[3,2-b]pyrrole-2-carboxylic acid methyl ester